[Na+].[Na+].C(CN(CC(=O)[O-])CC(=O)[O-])N(CC(=O)O)CC(=O)O ethylenediaminetetraacetic Acid, di-sodium salt